C(C)(C)(C)N(C(=O)OC(C)C1=C2C=C(C(=NC2=CC(=C1)C)C=1C(=NOC1)C)C12CC(C1)C2)C2=C(C(=CC=C2)CO)F 1-(3-(bicyclo[1.1.1]pentan-1-yl)-7-methyl-2-(3-methylisoxazol-4-yl)quinolin-5-yl)ethan-1-ol tert-butyl-(2-fluoro-3-(hydroxymethyl)phenyl)carbamate